3-((((1H-imidazol-1-yl)oxy)carbonyl)(1,3-dioxoisoindolin-2-yl)amino)propionic acid N1(C=NC=C1)OC(=O)N(CCC(=O)O)N1C(C2=CC=CC=C2C1=O)=O